N2-cyclobutyl-9-(pyrrolidin-3-yl)-9H-purine-2,8-diamine C1(CCC1)NC1=NC=C2N=C(N(C2=N1)C1CNCC1)N